(7-Chloro-1H-benzo[d]imidazol-2-yl)(1-(methoxymethyl)-3,4-dihydroisoquinolin-2(1H)-yl)methanone ClC1=CC=CC2=C1NC(=N2)C(=O)N2C(C1=CC=CC=C1CC2)COC